C(C)S(=O)(=O)C=1C(=NC=C(C1)C(F)(F)F)C1=CC2=C(N(C(OC2)=O)CC(C(F)(F)F)(F)F)C=N1 6-[3-ethylsulfonyl-5-(trifluoromethyl)-2-pyridyl]-1-(2,2,3,3,3-pentafluoropropyl)-4H-pyrido[3,4-d][1,3]oxazin-2-one